BrC=1C=C(OCC2C=NOC2)C=CC1F 4-[(3-bromo-4-fluoro-phenoxy)methyl]oxazoleN